(2S)-2-[[(2S)-2-amino-3-(3,4-dihydroxyphenyl)propanoyl]amino]-3-(4-hydroxy-3-methoxyphenyl)propanoic acid N[C@H](C(=O)N[C@H](C(=O)O)CC1=CC(=C(C=C1)O)OC)CC1=CC(=C(C=C1)O)O